C(C1=CC(=C(C=C1C)O)C1CCCCC1)C1=CC(=C(C=C1C)O)C1CCCCC1 4,4'-methylenebis(2-cyclohexyl-5-methylphenol)